C(C)(C)C1=C(CC=2C(=NC(=NC2)N)N)C=C(C(=C1)OC)OC 5-(2-Isopropyl-4,5-dimethoxy-benzyl)-pyrimidine-2,4-diamine